COC1=CC=C2CCN(C2=C1)C(=O)Cl 6-methoxyindoline-1-carbonyl chloride